nicotine N-acetyl-4-aminosalicylic acid salt C(C)(=O)NC=1C=C(C(C(=O)O)=CC1)O.N1=CC=CC(=C1)C1N(C)CCC1